(S)-2-((S)-4-carboxy-4-{(S)-4-carboxy-4-[(S)-4-carboxy-4-(13-carboxy-tridecanoylamino)-butyrylamino]-butyrylamino}-butyrylamino)-glutaric acid 5-(2,5-dioxo-pyrrolidin-1-yl) ester O=C1N(C(CC1)=O)OC(CC[C@@H](C(=O)O)NC(CC[C@H](NC(CC[C@H](NC(CC[C@H](NC(CCCCCCCCCCCCC(=O)O)=O)C(=O)O)=O)C(=O)O)=O)C(=O)O)=O)=O